CC1(OC2=C(C(=C(C=C2C1)C)O)C)CCCC(CCCC(CCCC(C)C)(C)C)C 2,5,7,8-tetramethyl-2-(4',8',12'-trimethyltridecyl)coumaron-6-ol